FC1=CC=C(C=C1)C=1N=C(NC1C1=CC=NC=C1)C1=CC=C(C=C1)S(=O)C 4-[4-(4-fluorophenyl)-2-[4-(methylsulfinyl)phenyl]-1H-imidazol-5-yl]-pyridine